CN(C)C1=CC2=C(C=C1)[NH+]=C3C(=CC(=O)C(=C3O2)O)C(=O)O.[Cl-] The molecule is an organic chloride salt composed of 1-carboxy-7-(dimethylamino)-3,4-dihydroxyphenoxazin-5-ium and chloride ions in a 1:1 ratio. A histological dye used in solution with an iron alum mordant as a hematoxylin substitute in the H&E stain. It has a role as a fluorochrome and a histological dye. It contains a gallocyanin(1+).